N4-(3-Bromophenyl)-N-methyl-pyrido[3,4-d]pyrimidine-4,6-diamine BrC=1C=C(C=CC1)N(C=1C2=C(N=CN1)C=NC(=C2)N)C